OC(C)C=1C(=NC(=CC1)N1C=NC2=C1C=CC(=C2)NC=2N=NC(=CC2S(=O)(=O)C)C)N2N=C(C=C2C)C#N 1-[3-(1-hydroxyethyl)-6-[5-[(6-methyl-4-methylsulfonyl-pyridazin-3-yl)amino]benzimidazol-1-yl]-2-pyridinyl]-5-methyl-pyrazole-3-carbonitrile